C(C)(C)(C)OC([C@@H](NC([C@@H](NC([C@@H](NC(CCCCCN1C(C=CC1=O)=O)=O)C(C)C)=O)C)=O)CCCCNC([C@H](N)C)=O)=O tert-butyl-N6-D-alanyl-N2-{N-[6-(2,5-dioxo-2,5-dihydro-1H-pyrrol-1-yl)hexanoyl]-L-valyl-L-alanyl}-L-lysinate